(S)-2'-(5-fluoro-2-((1-(methylsulfonyl)piperidin-4-yl)amino)pyrimidin-4-yl)-3',5'-dimethyl-4,5-dihydro-2H-spiro[furan-3,6'-thieno[2,3-c]pyrrol]-4'(5'H)-one FC=1C(=NC(=NC1)NC1CCN(CC1)S(=O)(=O)C)C1=C(C2=C([C@@]3(N(C2=O)C)COCC3)S1)C